COC(=O)C1=CC2=C(N=CN2CC2OCC2)S1CC1=CC=CC=C1C1=NC=CC=C1OOCC1=C(C=C(C=C1)C#N)F 4-(6-((4-cyano-2-fluorobenzyloxy)oxypyridin-2-yl)benzyl)-1-(oxetan-2-ylmethyl)-1H-thieno[2,3-d]imidazole-5-carboxylic acid methyl ester